(S)-2-(5-(3-((2-chloro-5-((3-cyclopropyl-1-methyl-1H-pyrazol-4-yl)ethynyl)pyridin-4-yl)amino)butoxy)-1-methyl-1H-pyrazol-4-yl)pyrimidin-4-amine ClC1=NC=C(C(=C1)N[C@H](CCOC1=C(C=NN1C)C1=NC=CC(=N1)N)C)C#CC=1C(=NN(C1)C)C1CC1